IC1=C(C=O)C=C(C=C1C(F)(F)F)C(F)(F)F 2-iodo-3,5-bis(trifluoromethyl)benzaldehyde